8-(4-fluorophenyl)-7-methyl-2-{[5-(oxan-2-yloxy)pent-2-yn-1-yl]sulfanyl}-3H-pyrazolo[1,5-a][1,3,5]triazin-4-one FC1=CC=C(C=C1)C=1C(=NN2C1N=C(NC2=O)SCC#CCCOC2OCCCC2)C